CN(C(C(C(=O)N(CCCCCCCC)C)(OCC)CCCCCC)=O)CCCCCCCC N,N'-dimethyl-N,N'-dioctyl-hexyl-ethoxymalonamide